C(C)C(COC(CCCCC(=O)OCC(CCCC)CC)=O)CCCC.ClC1=NC=C(C=N1)CN1CCCCC1 2-chloro-5-(piperidin-1-ylmethyl)pyrimidine bis(2-ethylhexyl)hexanedioate